3-(5-(1-(7-methyl-1H-indole-2-carbonyl)piperidin-4-yl)-1-oxoisoindolin-2-yl)piperidine-2,6-dione CC=1C=CC=C2C=C(NC12)C(=O)N1CCC(CC1)C=1C=C2CN(C(C2=CC1)=O)C1C(NC(CC1)=O)=O